CC=1C=C(C=CC1OC1=CC2=C(N(N=N2)C)C=C1)NC=1C2=C(N=CN1)C=CC(=N2)C=2CCN(CC2)C(C=C)=O 1-(4-(4-((3-methyl-4-((1-methyl-1H-benzo[d][1,2,3]triazol-5-yl)oxy)phenyl)amino)pyrido[3,2-d]pyrimidin-6-yl)-3,6-dihydropyridin-1(2H)-yl)prop-2-en-1-one